FC(C(=O)O)(F)F.FC(C(=O)O)(F)F.C1(=CC=CC=C1)C1CC(C1)NCCN N-(3-phenylcyclobutyl)ethane-1,2-diamine bis(2,2,2-trifluoroacetate)